N-(2-fluoro-4-nitrophenyl)-2H-benzopyran-3-carboxamide FC1=C(C=CC(=C1)[N+](=O)[O-])NC(=O)C=1COC2=C(C1)C=CC=C2